ClC=1C=C2CCCC3(C2=CC1)CN(C1=C(OC3)C=CC(=C1)C(=O)O)C[C@H]1[C@H](CC1)[C@H](\C=C\CCC)O 6'-chloro-5-(((1R,2S)-2-((S,E)-1-hydroxyhex-2-en-1-yl)cyclobutyl)methyl)-3',4,4',5-tetrahydro-2H,2'H-spiro[benzo[b][1,4]oxazepine-3,1'-naphthalene]-7-carboxylic acid